2-(1-Benzhydrylpiperidin-4-yl)-1,2,3,4-tetrahydroisoquinolin-6-amine C(C1=CC=CC=C1)(C1=CC=CC=C1)N1CCC(CC1)N1CC2=CC=C(C=C2CC1)N